NC1=CC(=C(C=C1)N1CCC(CC1)CC1=C2CCN(CC2=CC=C1)C(=O)OC(C)(C)C)F tert-butyl 5-[[1-(4-amino-2-fluoro-phenyl)-4-piperidyl]methyl]-3,4-dihydro-1H-isoquinoline-2-carboxylate